4-(2-methoxy-4-methoxymethoxy-6-toluoxy)-2,3,6-trimethyl-5-(trifluoromethyl)benzoic acid COC1=C(C(=CC(=C1)OCOC)OC1=C(C(=C(C(=O)O)C(=C1C(F)(F)F)C)C)C)C